ClC1=C(C(C(=C(C1=O)C#N)C#N)=O)Cl dichloro-5,6-dicyano-p-benzoquinone